CC1=C(C(=CC=C1)C)N=C(C[Si](CCCCCCCCCCCCCCCCCC)(C)C)C1=NC(=CC=C1)C(C[Si](CCCCCCCCCCCCCCCCCC)(C)C)=NC1=C(C=CC=C1C)C 2,6-Bis(1-(2,6-dimethylphenylimino)-2-(dimethyloctadecylsilyl)ethyl)pyridine